CN1C(CC(CC1(C)C)OC(C(C(=O)OC1CC(N(C(C1)(C)C)C)(C)C)(CCCC)CC1=CC(=C(C(=C1)C(C)(C)C)O)C(C)(C)C)=O)(C)C bis(1,2,2,6,6-pentamethyl-4-piperidyl)[{3,5-bis(1,1-dimethylethyl)-4-hydroxyphenyl}methyl]butylmalonate